Cl.Cl.N[C@H](C(=O)NCCN(C)C)C (2S)-2-amino-N-(2-dimethylaminoethyl)propionamide dihydrochloride